[Cl-].[Mg].CC1([NH2+]C(CCC1)(C)C)C 2,2,6,6-tetramethylpiperidinium magnesium chloride